NC1=NC(=CC(=C1)C[C@@H]1[C@H](N(C1=O)C(=O)N[C@H](CC)C1=CC=CC=C1)C(=O)N(C)C1=NN(C=C1)C)C (2S,3R)-3-((2-amino-6-methylpyridin-4-yl)methyl)-N2-(1-methyl-1H-pyrazol-3-yl)-N1-((R)-1-phenylpropyl)-N2-methyl-4-oxoazetidine-1,2-dicarboxamide